(S)-2-((R)-4,4-difluoro-3-(6-oxo-1,6-dihydropyridin-3-yl)piperidin-1-yl)-N-(6,7-dihydro-[1,4]dioxino[2',3':4,5]benzo[1,2-d]thiazol-2-yl)propanamide FC1([C@@H](CN(CC1)[C@H](C(=O)NC=1SC2=C(N1)C=C1C(=C2)OCCO1)C)C1=CNC(C=C1)=O)F